5-chloro-N-([(5S)-2-oxo-3-[4-(3-oxomorpholin-4-yl)phenyl]-1,3-oxazolidin-5-yl]methyl)thiophene-2-formamide ClC1=CC=C(S1)C(=O)NC[C@H]1CN(C(O1)=O)C1=CC=C(C=C1)N1C(COCC1)=O